5-(4-fluoro-3-hydroxyphenyl)isoxazole-3-carboxylic acid FC1=C(C=C(C=C1)C1=CC(=NO1)C(=O)O)O